CC1=C(C=NC=2N1N=CC2)C(=O)O 7-methylpyrazolo[1,5-a]pyrimidine-6-carboxylic acid